[Si](C)(C)(C(C)(C)C)N1C=C(C2=CC=CC(=C12)F)B(O)O 1-(TERT-BUTYLDIMETHYLSILYL)-7-FLUORO-1H-INDOL-3-YLBORONIC ACID